tert-Butyl N-[2-[[2-amino-5-methoxy-4-[[4-(1-methylindol-3-yl)pyrimidin-2-yl]amino]phenyl]-methylamino]ethyl]-N-methylcarbamate NC1=C(C=C(C(=C1)NC1=NC=CC(=N1)C1=CN(C2=CC=CC=C12)C)OC)N(CCN(C(OC(C)(C)C)=O)C)C